N-[[(trifluoromethyl)-2-pyridyl]methyl]cyclopropanamine FC(F)(F)C=1C(=NC=CC1)CNC1CC1